(S)-N-((S)-1-cyano-2-(4'-cyano-3-fluoro-3'-(trifluoromethyl)-[1,1'-bi-Benzene]-4-yl)ethyl)-1,4-oxazepine-2-carboxamide C(#N)[C@H](CC1=C(C=C(C=C1)C1=CC(=C(C=C1)C#N)C(F)(F)F)F)NC(=O)C=1OC=CC=NC1